(2-(4-(5-fluoro-1-methyl-1H-indazol-6-yl)-1H-pyrazolo[4,3-c]pyridin-1-yl)acetyl)glycylglycine FC=1C=C2C=NN(C2=CC1C1=NC=CC2=C1C=NN2CC(=O)NCC(=O)NCC(=O)O)C